C(C)(=O)N1CCC(CC1)CC1=CC=C(C=C1)NC(OCC1=CN=CO1)=O oxazol-5-ylmethyl (4-((1-acetylpiperidin-4-yl)methyl)phenyl)carbamate